CN1N=C(C(=C1)B(O)O)C 1,3-dimethyl-1H-pyrazole-4-boronic acid